C12CC3CC(CC(C1)C3)C2 (3R,5R,7R)-adamantane